(3R)-3-(4-Chlorophenyl)-2-[(5-chloropyrimidin-2-yl)methyl]-4-fluoro-6-[2-hydroxy-1-(piperazin-1-yl)butan-2-yl]-3-[(3S)-oxolan-3-yloxy]-2,3-dihydro-1H-isoindol-1-on ClC1=CC=C(C=C1)[C@@]1(N(C(C2=CC(=CC(=C12)F)C(CN1CCNCC1)(CC)O)=O)CC1=NC=C(C=N1)Cl)O[C@@H]1COCC1